FC1(CC12CCC(CC2)CN(C2=C(C(=NC=N2)NC[C@@H]2[C@H](CN(CC2)CC(=O)N)O)F)CC)F |o1:19,20| rel-2-((3R,4R)-4-(((6-(((1,1-Difluorospiro[2.5]octan-6-yl)methyl)(ethyl)amino)-5-fluoropyrimidin-4-yl)amino)methyl)-3-hydroxypiperidin-1-yl)acetamide